4-[[(1S,2S)-2-(4-Acetylpiperazin-1-yl)-4,6-dichloro-2,3-dihydro-1H-inden-1-yl]oxy]-3-methylbenzene C(C)(=O)N1CCN(CC1)[C@@H]1[C@H](C2=CC(=CC(=C2C1)Cl)Cl)OC1=C(C=CC=C1)C